C(C)(C)C1=C(C=CC=C1)C(C(=O)NC(NC)=O)C1=NC=CC(=C1)C(F)(F)F 2-(2-isopropylphenyl)-N-(methylcarbamoyl)-2-(4-(trifluoromethyl)pyridin-2-yl)acetamide